COC1=C(CNC2=NC=NC3=C2N=C(N=C3)C=3C=C(C=CC3)C#C[C@@]3(CCN2C3=NC=C2)O)C=CC(=C1)OC (R)-7-((3-(8-((2,4-Dimethoxybenzyl)amino)pyrimido[5,4-d]pyrimidin-2-yl)phenyl)ethynyl)-6,7-dihydro-5H-pyrrolo[1,2-a]imidazol-7-ol